C(CCC)C(C(=O)OCC1=CC(=C(C(=C1)C(C)(C)C)O)C(C)(C)C)C(=O)[O-] {[3,5-bis(1,1-dimethylethyl)-4-hydroxyphenyl] methyl} butylmalonate